4-(((6-(isoindolin-2-ylmethyl)-4-oxo-4H-pyran-3-yl)oxy)methyl)-N,N-dimethylpiperidine-1-carboxamide C1N(CC2=CC=CC=C12)CC1=CC(C(=CO1)OCC1CCN(CC1)C(=O)N(C)C)=O